FC(OC1=C(C=CC(=C1)C)NC(=O)C1(CN(C(C1)=O)C)C1=C(C=CC=C1)C(C)C)F N-(2-(difluoromethoxy)-4-methylphenyl)-3-(2-isopropylphenyl)-1-methyl-5-oxopyrrolidine-3-carboxamide